6-Ethoxy-2-(3-((5-methylisoxazol-3-yl)methoxy)phenyl)-N-(1H-pyrazol-3-yl)quinazolin-4-amine C(C)OC=1C=C2C(=NC(=NC2=CC1)C1=CC(=CC=C1)OCC1=NOC(=C1)C)NC1=NNC=C1